2-methylallyl-amine hydrochloride Cl.CC(CN)=C